C1=CC=CC2=CC3=CC=CC=C3C(=C12)C=CC1=NC(=NC(=N1)C(Cl)(Cl)Cl)C(Cl)(Cl)Cl 2-(9-anthracenylvinyl)-4,6-bis(trichloromethyl)-1,3,5-triazine